C(C1=CC=CC=C1)OC1CC(C1)N1C(C(=CC(=C1)C(F)(F)F)N=C=S)=O 1-((1s,3s)-3-(benzyloxy)cyclobutyl)-3-isothiocyanato-5-(trifluoromethyl)pyridin-2(1H)-one